FC(CO)(F)C=1C(=C(C=CC1)[C@@H](C)NC([O-])=O)F [(1R)-1-[3-(1,1-difluoro-2-hydroxyethyl)-2-fluorophenyl]ethyl]carbamate